tert-butyl (trans-2-(2-bromothiazol-4-yl)cyclopropyl)carbamate BrC=1SC=C(N1)[C@H]1[C@@H](C1)NC(OC(C)(C)C)=O